benzyl (3R)-3-(((benzyloxy) carbonyl) amino)-4-(difluoromethyl)-4-hydroxyazepan-1-carboxylate C(C1=CC=CC=C1)OC(=O)N[C@@H]1CN(CCCC1(O)C(F)F)C(=O)OCC1=CC=CC=C1